C(C1=CC=CC=C1)N1CC(C(C(C1)C)O)CCO[Si](C1=CC=CC=C1)(C1=CC=CC=C1)C(C)(C)C 1-benzyl-3-(2-((tert-butyldiphenylsilyl)oxy)ethyl)-5-methyl-piperidin-4-ol